2-(4-(5-(5-Cyclopropyl-1H-pyrazol-3-ylamino)-1-methyl-6-oxo-1,6-dihydropyridin-3-yl)-3-(hydroxymethyl)pyridin-2-yl)-3,4,6,7,8,9-hexahydropyrazino[1,2-a]indol-1(2H)-one C1(CC1)C1=CC(=NN1)NC1=CC(=CN(C1=O)C)C1=C(C(=NC=C1)N1C(C=2N(C=3CCCCC3C2)CC1)=O)CO